[Zn].C12=CC=C(N1)C=C1C=CC(=N1)C=C1C=CC(N1)=CC=1C=CC(N1)=C2.[Zn] zinc porphyrin zinc